4-{4-[(2-bromo-6-hydroxyphenyl)methyl]piperazin-1-yl}-6-chloro-1-methyl-2-oxo-1,2-dihydro-1,5-naphthyridine-3-carbonitrile BrC1=C(C(=CC=C1)O)CN1CCN(CC1)C1=C(C(N(C2=CC=C(N=C12)Cl)C)=O)C#N